5-pyrrolidone-2-carboxylic acid N1C(CCC1=O)C(=O)O